2-butyne-1,4-diol bicyclohexanecarboxylate C1(CCCCC1)(C1CCCCC1)C(=O)OCC#CCO